BrC1=CC(=C(C#N)C(=C1)OC)OC 4-bromo-2,6-dimethoxybenzonitrile